O=C1NC(CCC1C1=CC(=C(C=C1F)N1CCN(CC1)C(=O)OC(C)(C)C)C)=O tert-butyl 4-[4-(2,6-dioxo-3-piperidyl)-5-fluoro-2-methyl-phenyl]piperazine-1-carboxylate